O1CCCC2=CC(=CC=C12)CNC(N(C1CCN(CC1)C)CC1=C(C=C(C=C1)F)F)=O 3-(chroman-6-ylmethyl)-1-(2,4-difluorobenzyl)-1-(1-methylpiperidin-4-yl)urea